4-(1-(R)-((tert-butyldimethylsilyl)oxy)ethyl)bromobenzene [Si](C)(C)(C(C)(C)C)O[C@H](C)C1=CC=C(C=C1)Br